3-bromo-1-(4-methoxybenzyl)-5-methyl-4-(2-methyl-4-nitrophenyl)-1H-pyrrole-2-carboxamide BrC1=C(N(C(=C1C1=C(C=C(C=C1)[N+](=O)[O-])C)C)CC1=CC=C(C=C1)OC)C(=O)N